OC1=C(C=C(C=C1)C1N(C(C=2N(N=C(C21)C2=CC=CC=C2)C2=CC=CC=C2)=O)C2=CC=CC=C2)OC 4-(4-hydroxy-3-methoxy-phenyl)-1-phenyl-3,5-diphenyl-4,5-dihydro-1H-pyrrolo[3,4-c]pyrazol-6-one